ClC=1C=C2C(=C3C4(NC(NC13)=O)CCCCC4)OC(=C2)C(=O)NC(CC)CC 5'-chloro-7'-oxo-N-(pentan-3-yl)-7',8'-dihydro-6'H-spiro[cyclohexane-1,9'-furo[2,3-f]quinazoline]-2'-carboxamide